5-(2-hydroxy-3-m-tolylaminopropyl)-1,3,4-oxadiazole-2(3H)-thione OC(CC1=NNC(O1)=S)CNC=1C=C(C=CC1)C